Cl.Cl.C(C)(C)(C)NC1CN(CC1)C=1N=NC(=CN1)C1=C(C=C(C=C1)C=1C=C2C(=NC1)N(N=C2)C)O 2-{3-[3-(tert-butylamino)pyrrolidin-1-yl]-1,2,4-triazin-6-yl}-5-(1-methyl-1H-pyrazolo[3,4-b]pyridin-5-yl)phenol dihydrochloride